N-(4-(4-Amino-6-ethynyl-5-(quinolin-3-yl)-7H-pyrrolo[2,3-d]pyrimidin-7-yl)bicyclo-[2.2.1]heptan-1-yl)-5-(dimethylphosphoryl)picolinamide NC=1C2=C(N=CN1)N(C(=C2C=2C=NC1=CC=CC=C1C2)C#C)C21CCC(CC2)(C1)NC(C1=NC=C(C=C1)P(=O)(C)C)=O